NC=1N=C(SC1C(=O)C1=CC=C(C(=O)NCCOC)C=C1)N(C1=CC=C(C=C1)F)[C@@H](C(=O)N)C |r| rac-4-[4-Amino-2-(N-(2-amino-1-methyl-2-oxoethyl)-4-fluoroanilino)thiazol-5-carbonyl]-N-(2-methoxyethyl)benzamid